2-(4-(1H-pyrazol-4-yl)piperidin-1-yl)-3-(pyridin-3-yl)benzonitrile N1N=CC(=C1)C1CCN(CC1)C1=C(C#N)C=CC=C1C=1C=NC=CC1